(S)-N-(Benzo[d]thiazol-5-ylmethyl)-N-((3R,6s)-1,1-difluorospiro[2.5]octan-6-yl)-1-((R)-3-fluoro-N,4-dimethylphenylsulfonimidoyl)pyrrolidine-2-carboxamide S1C=NC2=C1C=CC(=C2)CN(C(=O)[C@H]2N(CCC2)[S@](=O)(=NC)C2=CC(=C(C=C2)C)F)C2CCC1(CC1(F)F)CC2